4-fluoro-N-(5-(pyridin-3-yl)pyrazin-2-yl)benzamide FC1=CC=C(C(=O)NC2=NC=C(N=C2)C=2C=NC=CC2)C=C1